CC1(OB(OC1(C)C)CCCC=C)C 4,4,5,5-tetramethyl-2-(pent-4-en-1-yl)-1,3,2-dioxaborolane